1-(4-(2-amino-4-((5-chloro-4-((2-(dimethylphosphoryl)phenyl)amino)pyrimidin-2-yl)amino)-5-methoxyphenyl)piperazin-1-yl)ethan-1-one NC1=C(C=C(C(=C1)NC1=NC=C(C(=N1)NC1=C(C=CC=C1)P(=O)(C)C)Cl)OC)N1CCN(CC1)C(C)=O